ClC1=C(C=O)C(=CC=N1)C#CCOC 2-chloro-4-(3-methoxyprop-1-yn-1-yl)nicotinaldehyde